NCC(CC1CN(C(O1)=O)C=1C=CC=2OCC(NC2N1)=O)O[Si](C)(C)C(C)(C)C 6-[5-[3-amino-2-[tert-butyl-(dimethyl)silyl]oxypropyl]-2-oxo-1,3-oxazolidin-3-yl]-4H-pyrido[3,2-b][1,4]oxazin-3-one